N,N,N',N'-tetramethyl-ethane-1,2-diamine CN(CCN(C)C)C